ethyl 4-(6-(bis(4-methoxybenzyl)amino)-4-methyl-3-(trifluoromethyl)pyridin-2-yl)-5-methyl-2-oxocyclohexanecarboxylate COC1=CC=C(CN(C2=CC(=C(C(=N2)C2CC(C(CC2C)C(=O)OCC)=O)C(F)(F)F)C)CC2=CC=C(C=C2)OC)C=C1